NC1=NC=C2C(=N1)N(N(C2=O)CC=C)C2=NC(=CC=C2)OC2CCNCC2 6-amino-1-[6-(piperidin-4-yloxy)pyridin-2-yl]-2-(prop-2-en-1-yl)-1H,2H,3H-pyrazolo[3,4-d]pyrimidin-3-one